5-[3-[3,3-difluoro-1-(4-methyl-1,2,4-triazol-3-yl)cyclobutyl]phenyl]-2-[(3,3-difluoropyrrolidin-1-yl)methyl]-7-(trifluoromethyl)-3H-imidazo[4,5-c]pyridin-4-one FC1(CC(C1)(C1=NN=CN1C)C=1C=C(C=CC1)N1C(C2=C(C(=C1)C(F)(F)F)N=C(N2)CN2CC(CC2)(F)F)=O)F